ClC1=C(C=2N=C(NC(C2C(=N1)O[C@@H](C)[C@@H]1[C@@H]2CC[C@H](CN1)N2C(=O)OC(C)(C)C)=O)SC)F tert-butyl (1S,2S,5r)-2-((S)-1-((7-chloro-8-fluoro-2-(methylsulfanyl)-4-oxo-3,4-dihydropyrido[4,3-d]pyrimidin-5-yl) oxy) ethyl)-3,8-diazabicyclo[3.2.1]octane-8-carboxylate